C(C)(C)(C)OC(=O)N1C[C@H](CC1)N(C=1C=C2C=CC=NC2=CC1)C.OC1=C(C(/C=C/C2=CC=CC=C2)=O)C=CC(=C1)O 2',4'-dihydroxychalcone tert-butyl-(S)-3-(methyl-(quinolin-6-yl)amino)pyrrolidine-1-carboxylate